C(CC)C1=C(C=NC=C1)C=O 4-PROPYL-3-PYRIDINECARBOXALDEHYDE